(4-methoxypyridin-3-yl)(pyridin-2-yl)methanone COC1=C(C=NC=C1)C(=O)C1=NC=CC=C1